CC(CCN1C[C@@H]2[C@H](C1)CC(C2)OC2=CC=C(N=N2)C2=CC=C(C=C2)NC(C)=O)(C)C N-[4-[6-[[(3aR,5s,6aS)-2-(3,3-dimethylbutyl)-3,3a,4,5,6,6a-hexahydro-1H-cyclopenta[c]pyrrol-5-yl]oxy]pyridazin-3-yl]phenyl]acetamide